Cl.CO[C@@H]1C[C@H](CCC1)N trans-3-methoxycyclohexylamine hydrochloride